3''-chloro-3-(2-hydroxypropane-2-yl)-5',6''-dimethyl-4''-((pyrimidin-4-yl)methoxy)-2H,2''H-[1,2':4',1''-terpyridine] ClC=1CN(C(=CC1OCC1=NC=NC=C1)C)C1=CC(=NC=C1C)N1CC(=CC=C1)C(C)(C)O